N1(CCCCC1)C(COC(CN(CCCN)C)C)C 2-[2-(1-piperidinyl)propoxy]propyl-N-methyl-N-(3-aminopropyl)-amine